5-((5-methyl-4-(pentan-3-ylthio)pyrimidin-2-yl)amino)benzo[c][1,2]oxaborol-1(3H)-ol CC=1C(=NC(=NC1)NC1=CC2=C(B(OC2)O)C=C1)SC(CC)CC